O1C2=C(OCC1)C(=CC=C2)NC2=NC=1N(C(=C2)NC)N=CC1NC(=O)NCC(CO)(C)C 1-(5-((2,3-dihydrobenzo[b][1,4]dioxin-5-yl)amino)-7-(methylamino)pyrazolo[1,5-a]pyrimidin-3-yl)-3-(3-hydroxy-2,2-dimethylpropyl)urea